2-(1H-indol-3-yl)-N,N-bis(methyl-d3)ethan-1-amine-2,2-d2 N1C=C(C2=CC=CC=C12)C(CN(C([2H])([2H])[2H])C([2H])([2H])[2H])([2H])[2H]